9,9'-spirobi[9H-fluorene]-4-amine C1=CC=C(C=2C3=CC=CC=C3C3(C12)C1=CC=CC=C1C=1C=CC=CC13)N